BrC1=CC=C(C=C1)C=C1CNC1 3-[(4-bromophenyl)methylene]-azetidine